sodium (S)-3-(2',4'-difluorobiphenyl-3-yl)-3-(3-(4-oxido-2-oxo-1,2-dihydropyridin-3-yl) ureido)propanoate FC1=C(C=CC(=C1)F)C1=CC(=CC=C1)[C@H](CC(=O)[O-])NC(=O)NC=1C(NC=CC1[O-])=O.[Na+].[Na+]